S1C[NH2+]CC1 3-Thiazolidinium